P(=O)#CCCNCC phosphoryl-N-ethylpropylamine